F[C@@H]1CN(C[C@H]1OS(=O)(=O)C1=CC=C(C)C=C1)C(=O)OC(C)(C)C tert-butyl (3R,4R)-3-fluoro-4-(tosyloxy)pyrrolidine-1-carboxylate